6-((2-Acetoxybenzoyl)oxy)-2-(4-methoxyphenyl)quinoline-1-oxide C(C)(=O)OC1=C(C(=O)OC=2C=C3C=CC(=[N+](C3=CC2)[O-])C2=CC=C(C=C2)OC)C=CC=C1